BrC=1C=C2C(=NN(C(C2=CC1)=O)CC(=O)NC1CC(C1)(C)O)C(C)C 2-(6-bromo-4-isopropyl-1-oxophthalazin-2(1H)-yl)-N-(cis-3-hydroxy-3-methylcyclobutyl)acetamide